C1=C2C=3C=C4C(=CC3NC2=CC=C1)C=1C=CC=CC1C41C4=CC=CC=C4C=4C=CC=CC41 5'H-spiro[fluorene-9,11'-indeno[1,2-b]carbazole]